CC=1N=NC=C(C1[C@@H](C)OC=1C=C2C(=NNC2=CC1)C=1C=C(C(=C(C#N)C1)F)C)C 5-[5-[(1R)-1-(3,5-dimethylpyridazin-4-yl)ethoxy]-1H-indazol-3-yl]-2-fluoro-3-methyl-benzonitrile